N-(3-(benzyloxy)phenyl)-1,5,7-trimethyl-4-oxo-4,5-dihydro-1H-pyrrolo[3,2-c]pyridine-3-carboxamide C(C1=CC=CC=C1)OC=1C=C(C=CC1)NC(=O)C1=CN(C2=C1C(N(C=C2C)C)=O)C